N-ethyl-4-((5-fluoro-2-meth-oxy-3-(pyrimidin-2-yl)phenyl)amino)-6-((6-fluoro-2-methyl-pyridin-3-yl)amino)-nicotinamide C(C)NC(C1=CN=C(C=C1NC1=C(C(=CC(=C1)F)C1=NC=CC=N1)OC)NC=1C(=NC(=CC1)F)C)=O